N[C@@H]1[C@H](CCCC1(F)F)O[C@H]1[C@@H](CN(CC1)C(=O)OC(C)(C)C)F tert-butyl (3R,4R)-4-{[(1S,2R)-2-amino-3,3-difluorocyclohexyl]oxy}-3-fluoropiperidine-1-carboxylate